O=C1CCCC(N1C(=O)OC(C)(C)C)C(=O)OCC 1-(tert-butyl) 2-ethyl 6-oxopiperidine-1,2-dicarboxylate